FC1=C(C=CC=C1)COC1=CC2=C3N(N=C2C=C1)CCN(C3=O)CCO 9-[(2-fluorophenyl)methoxy]-2-(2-hydroxyethyl)-1H,2H,3H,4H-pyrazino[1,2-b]indazol-1-one